2-{3-[(3S)-3-(propan-2-yl)piperazin-1-yl]-1,2,4-triazin-6-yl}-5-(2H-1,2,3-triazol-2-yl)phenol dihydrochloride Cl.Cl.CC(C)[C@H]1CN(CCN1)C=1N=NC(=CN1)C1=C(C=C(C=C1)N1N=CC=N1)O